CC1=NC(=CC=C1S(=O)(=O)N1C2CC(CC1CC2)=O)C(F)(F)F 8-((2-methyl-6-(trifluoromethyl)pyridin-3-yl)sulfonyl)-8-azabicyclo[3.2.1]octan-3-one